FC1=NN(C=C1C(=O)O)C Fluoro-1-methyl-1H-pyrazole-4-carboxylic acid